C[C@]12CC[C@H]3C(C[C@@H]3C(CC[C@H]2O1)=C)(C)C (1R,4R,6R,10S)-4,12,12-Trimethyl-9-methylen-5-oxatricyclo-[8.2.0.04,6]-dodecan